(R)-N-(1-(3,4-dichlorophenyl)-2-(dimethylamino)ethyl)-4-(3-fluorophenoxy)benzenesulfonamide ClC=1C=C(C=CC1Cl)[C@H](CN(C)C)NS(=O)(=O)C1=CC=C(C=C1)OC1=CC(=CC=C1)F